5-(2-(4-methoxy-3-(pyridin-3-yl)phenylamino)-5-methylpyrimidin-4-ylamino)benzo[d]oxazol-2(3H)-one formate salt C(=O)O.COC1=C(C=C(C=C1)NC1=NC=C(C(=N1)NC=1C=CC2=C(NC(O2)=O)C1)C)C=1C=NC=CC1